CC=1NC(=C(C(C1C(C)=O)C(C1=C(C=CC=C1)[N+](=O)[O-])=O)C(C)=O)C 2,6-dimethyl-3,5-diacetyl-4-(2-nitrobenzoyl)-1,4-dihydropyridine